Boc-Histamine C(=O)(OC(C)(C)C)NCCC1=CNC=N1